C1(=CC=CC=C1)C=CC(=O)OCC(C)C isobutyl 3-phenyl-2-propenoate